CC1=CC=C(C=C1)S(=O)(=O)O.OC1=CC=C([C@@H](N)C(=O)O)C=C1 |r| racemic-p-hydroxyphenylglycine p-toluenesulphonate